ClC1=C(C(=O)O)C=CC(=C1)C1=NC(=NO1)N1[C@H]2CC(C[C@@H]1CC2)OCC=2C(=NOC2C2CC2)C2=C(C=CC=C2Cl)Cl 2-chloro-4-(3-((1R,3r,5S)-3-((5-cyclopropyl-3-(2,6-dichlorophenyl)isoxazol-4-yl)methoxy)-8-azabicyclo[3.2.1]oct-8-yl)-1,2,4-oxadiazol-5-yl)benzoic acid